(3-bromo-2-methylphenyl)-2-methyl-7-vinylpyrido[3,2-d]pyrimidin-4-amine BrC=1C(=C(C=CC1)C=1C(=CC=2N=C(N=C(C2N1)N)C)C=C)C